ClC1=CC(=NC=C1Cl)C(=O)N1CC=2C(=NN3C2C(N(C[C@H]3C)[C@H](C)C=3C=NC(=CC3)C(C)(C)O)=O)C[C@H]1C |o1:22| (3R,7R)-2-(4,5-dichloropicolinoyl)-9-((R*)-1-(6-(2-hydroxypropan-2-yl)pyridin-3-yl)ethyl)-3,7-dimethyl-1,2,3,4,8,9-hexahydropyrido[4',3':3,4]pyrazolo[1,5-a]pyrazin-10(7H)-one